ClC=1C=NN(C(C1Cl)=O)CC(CC=1C=CC(=C(C1)S(=O)(=O)N(C)C)C)O 5-[3-(4,5-dichloro-6-oxo-pyridazin-1-yl)-2-hydroxy-propyl]-N,N,2-trimethyl-benzenesulfonamide